ClC=1C=CC(=C(C1)NC1N(C(=NC(=N1)N)N1CCOCC1)C1=CC=C(C=C1)OC)C N-(5-Chloro-2-methylphenyl)-N1-(4-methoxyphenyl)-6-morpholin-4-yl-[1,3,5]triazine-2,4-diamine